N-{[2-(1-cyclopropyl-1H-pyrazol-4-yl)-5-fluorophenyl]methyl}-3-{2-acetamidoimidazo[1,2-b]pyridazin-6-yl}-2-fluoro-6-methylbenzamide C1(CC1)N1N=CC(=C1)C1=C(C=C(C=C1)F)CNC(C1=C(C(=CC=C1C)C=1C=CC=2N(N1)C=C(N2)NC(C)=O)F)=O